4-[N-(2,2-difluoroethyl)-3-fluoro-5-[2-[1-(trifluoromethyl)cyclopropyl]ethynyl]anilino]-5-fluoro-1H-quinazolin-2-one FC(CN(C1=CC(=CC(=C1)C#CC1(CC1)C(F)(F)F)F)C1=NC(NC2=CC=CC(=C12)F)=O)F